C1(CC1)C1=NC=NC(=C1C1=NC=C2NC(N(C2=N1)CC1=CC=C(C=C1)N1N=C(C=C1C)C(F)(F)F)=S)OC 2-(4-Cyclopropyl-6-methoxypyrimidin-5-yl)-9-(4-(5-methyl-3-(trifluoromethyl)-1H-pyrazol-1-yl)benzyl)-7,9-dihydro-8H-purine-8-thione